COC=1C=C2C=C(N(C2=CC1OC)C)C(=O)C1C(CC1)C(=O)O 2-(5,6-dimethoxy-1-methylindole-2-carbonyl)cyclobutanecarboxylic acid